7-(piperazin-1-yl)-5-((3-(trifluoromethyl)pyrazin-2-yl)methyl)pyrido[2,3-b]pyrazin-6(5H)-one N1(CCNCC1)C1=CC=2C(=NC=CN2)N(C1=O)CC1=NC=CN=C1C(F)(F)F